ClC1=CC=C(C=C1)[C@H](CC1=NOC(=N1)CN1C(N(C(=CC1=O)C(=O)OC)COCC[Si](C)(C)C)=O)O methyl 1-({3-[(2S)-2-(4-chlorophenyl)-2-hydroxyethyl]-1,2,4-oxadiazol-5-yl}methyl)-2,6-dioxo-3-{[2-(trimethylsilyl)ethoxy]methyl}pyrimidine-4-carboxylate